FC1(CC(C1)CC=1C=C(C(=C(C1)N1C[C@@H](N(CC1)CC=1SC(=NN1)C)C)C1=NN=NN1)F)F (S)-2-((4-(5-((3,3-difluorocyclobutyl)methyl)-3-fluoro-2-(1H-tetrazol-5-yl)phenyl)-2-methylpiperazine-1-yl)methyl)-5-methyl-1,3,4-thiadiazole